O=C1NC(CCC1N1C(C2=CC=CC(=C2C1)C#CCCNC(=O)C1=CC=C(C=N1)C=1N=CC2=C(C=CC=C2C1)C=1C=C2C(=CNC2=C(C1)C1CCN(CC1)C)C(=O)NC)=O)=O 5-(3-(6-((4-(2-(2,6-Dioxopiperidin-3-yl)-1-oxoisoindolin-4-yl)but-3-yn-1-yl)carbamoyl)pyridin-3-yl)isoquinolin-8-yl)-N-methyl-7-(1-methylpiperidin-4-yl)-1H-indole-3-carboxamide